ClCCO β-chloroethanol